BrC1=CC=C(COC2=C(C3=CC=CC=C3C=C2)CCCO)C=C1 3-(2-(4-bromobenzyloxy)-naphthalen-1-yl)-1-propanol